C(C1=CC=CC=C1)OC(=O)N1CC(CC1)N1C2CN(CC12)C(=O)OC(C)(C)C tert-butyl 6-{1-[(benzyloxy)carbonyl]pyrrolidin-3-yl}-3,6-diazabicyclo[3.1.0]hexane-3-carboxylate